2-(4-((6,7-dimethoxyquinolin-4-yl)oxy)-2-fluorophenyl)-2,2-difluoro-N-(4-((4-methylpiperazin-1-yl)methyl)-3-(trifluoromethyl)phenyl)acetamide COC=1C=C2C(=CC=NC2=CC1OC)OC1=CC(=C(C=C1)C(C(=O)NC1=CC(=C(C=C1)CN1CCN(CC1)C)C(F)(F)F)(F)F)F